FC1(C(C1)CN1N=C(N=C1)C(=O)N)F 1-((2,2-difluorocyclopropyl)methyl)-1H-1,2,4-triazole-3-carboxamide